FC(C1CC(C1)(O)C1=CC=2C(=NC(=CC2)C=2C=NC=3N(C2)C=C(N3)C)S1)F cis-3-(difluoromethyl)-1-(6-(2-methylimidazo[1,2-a]pyrimidin-6-yl)thieno[2,3-b]pyridin-2-yl)cyclobutanol